CNCC1=CC=C(C=C1)CN1CCOCC1 methyl-(4-morpholin-4-ylmethyl-benzyl)-amine